C(C=CCCCCC)(=O)[O-].[Cr+3].C(C=CCCCCC)(=O)[O-].C(C=CCCCCC)(=O)[O-] chromium (III) octenoate